N-(1-(Methylsulfonyl)piperidin-4-yl)-5-(trifluoromethyl)-4-(1-(4-(trifluoromethyl)pyridin-3-yl)-1H-imidazol-4-yl)pyrimidin-2-amine CS(=O)(=O)N1CCC(CC1)NC1=NC=C(C(=N1)C=1N=CN(C1)C=1C=NC=CC1C(F)(F)F)C(F)(F)F